O1C(CC=C1)=O furaneone